CC1=NN(C(=C1)C)C=1C=CC(N(N1)C1CCN(CC1)CC=1N=C(SC1)C1=CC=CC=C1)=O 6-(3,5-dimethylpyrazol-1-yl)-2-[1-[(2-phenyl-1,3-thiazol-4-yl)methyl]piperidin-4-yl]pyridazin-3-one